ClC=1C=CC=C2C=CC=C(C12)C=1C(=C2N=CN=C3C2=C(OC[C@@H]2[C@@H]4CC[C@H](CN32)N4C(=O)OC(C)(C)C)N1)F tert-butyl (5aS,6S,9R)-2-(8-chloronaphthalen-1-yl)-1-fluoro-5a,6,7,8,9,10-hexahydro-5H-4-oxa-3,10a,11,13,14-pentaaza-6,9-methanonaphtho[1,8-ab]heptalene-14-carboxylate